C(C1=CC=CC=C1)(=O)C=1C(=NC=CC1)C benzoyl-methyl-pyridine